Cl.CNC1=CC=C(C=C1)NC N,N'-dimethyl-p-phenylenediamine Hydrogen Chloride